FC(C1=CC=CC2=C1SC=C2N)(F)F 7-(trifluoromethyl)benzo[b]thiophen-3-amine